O[C@]1([C@@H](CC1)OC1=NN(C=C1NC=1N=CC2=C(N1)N(C(=C2)C#N)[C@H](COC)C)C([2H])([2H])[2H])C 2-((3-(trans-2-hydroxy-2-methylcyclobutoxy)-1-(methyl-d3)-1H-pyrazol-4-yl)amino)-7-((S)-1-methoxypropan-2-yl)-7H-pyrrolo[2,3-d]pyrimidine-6-carbonitrile